1,2,3-benzotriazole-1-ol, monohydrate O.N1(N=NC2=C1C=CC=C2)O